Ethyl 1-methyl-2-oxo-3-(1,1,1-trifluoro-2-hydroxy-3-methoxy-3-oxopropan-2-yl)cyclopentane-1-carboxylate CC1(C(C(CC1)C(C(F)(F)F)(C(=O)OC)O)=O)C(=O)OCC